O1C(CCC1)C1(CCC1)C(=O)OCC1=CC=CC=C1 benzyl 1-(tetrahydrofuran-2-yl)cyclobutanecarboxylate